FC(C1N(CCC1)C1CC(C1)O)(F)F (1s,3s)-3-(2-(trifluoromethyl)pyrrolidin-1-yl)cyclobutan-1-ol